COC1OCCO1 2-methoxy-[1,3]-dioxolan